C(#N)C1=CC=C(C=C1)CS(=O)(=O)NC1=C(C=C(C=C1)C1=NC=2C=NC(=NC2N(C1=O)C(C)C)N[C@@H]1CNC[C@H](C1)F)F 1-(4-cyanophenyl)-N-[2-fluoro-4-[2-[[(3S,5S)-5-fluoro-3-piperidyl]-amino]-8-isopropyl-7-oxo-pteridin-6-yl]phenyl]methanesulfonamide